5-Chloro-1-(2,6-dimethoxyphenyl)-2-(6-ethoxypyridin-2-yl)-N-(4-methoxybenzyl)-1H-imidazo[4,5-b]pyrazin-6-amine ClC=1N=C2C(=NC1NCC1=CC=C(C=C1)OC)N(C(=N2)C2=NC(=CC=C2)OCC)C2=C(C=CC=C2OC)OC